COC1=CC=C(C=C1)CCO 2-(p-methoxyphenyl)ethanol